1-(7-(3-fluoro-4-(trifluoromethyl)phenoxy)-3,4-dihydroisoquinolin-2(1H)-yl)-2-(1H-imidazol-2-yl)ethan-1-one FC=1C=C(OC2=CC=C3CCN(CC3=C2)C(CC=2NC=CN2)=O)C=CC1C(F)(F)F